5-(1-((1,5-dimethyl-1H-pyrazol-4-yl)sulfonyl)piperidin-4-yl)-N,N,4-trimethylpyridin-2-amine CN1N=CC(=C1C)S(=O)(=O)N1CCC(CC1)C=1C(=CC(=NC1)N(C)C)C